CSC=1C(C2=CC3=CC=CC=C3SC2=CC1)=O 2-(methylthio)-1-thioxanthone